NC=1C(NC2=C3C=CC=NC3=C(C=C2C1C1=C2C=NNC2=C(C=C1)F)O[C@@H]1COCCC1)=O 3-amino-4-(7-fluoro-1H-indazol-4-yl)-6-[(3S)-oxan-3-yl]oxy-1H-1,7-phenanthrolin-2-one